methyl N-((S)-6-(1-benzyl-1H-pyrazole-4-carbonyl)-2-((S)-2,2-dimethylcyclopropane-1-carbonyl)-2,6-diazaspiro[3.4]octane-8-carbonyl)-O-(spiro[3.5]nonan-7-ylmethyl)-L-threoninate C(C1=CC=CC=C1)N1N=CC(=C1)C(=O)N1CC2(CN(C2)C(=O)[C@@H]2C(C2)(C)C)[C@@H](C1)C(=O)N[C@@H]([C@H](OCC1CCC2(CCC2)CC1)C)C(=O)OC